2-((1-methyl-1H-pyrazol-4-yl)amino)-4-((2-propylbenzyl)amino)pyrimidin-5-carboxamide CN1N=CC(=C1)NC1=NC=C(C(=N1)NCC1=C(C=CC=C1)CCC)C(=O)N